3-(4-amino-2,5-difluorophenyl)-2-(2,6-diethylphenyl)-6,6-dimethyl-2,4,6,7-tetrahydro-5H-pyrazolo[4,3-c]pyridine-5-carboxylic acid tert-butyl ester C(C)(C)(C)OC(=O)N1CC=2C(CC1(C)C)=NN(C2C2=C(C=C(C(=C2)F)N)F)C2=C(C=CC=C2CC)CC